CC1=C(C=CC(=C1)C(=O)N1C[C@@H](CC1)NC1=NC=C(C=N1)C(F)(F)F)NC(C=C)=O (R)-N-(2-methyl-4-(3-((5-(trifluoromethyl)pyrimidin-2-yl)amino)pyrrolidine-1-carbonyl)phenyl)acrylamide